N-(2-(2-amino-5-chlorothiazole-4-yl)ethyl)acetamide NC=1SC(=C(N1)CCNC(C)=O)Cl